O1C(CCC1)C(CCCCCCCCCCCCCC)OS(=O)(=O)[O-] 1-(Tetrahydrofuran-2-yl)pentadecyl-sulfat